N-(5-amino-2-methylpyridin-3-yl)-7-bromo-[1,2,4]triazolo[4,3-a]pyridine-3-carboxamide NC=1C=C(C(=NC1)C)NC(=O)C1=NN=C2N1C=CC(=C2)Br